CC(C)(C)SN=C1COC1 2-methyl-N-(oxacyclobutan-3-ylidene)propan-2-sulfenamide